(2-chloro-4-fluoro-phenyl)-[(1S,5R)-8-[7-[(4-phenyl-1-piperidyl)sulfonyl]-[1,2,4]triazolo[4,3-a]pyridin-5-yl]-3,8-diazabicyclo[3.2.1]octan-3-yl]methanone ClC1=C(C=CC(=C1)F)C(=O)N1C[C@@H]2CC[C@H](C1)N2C2=CC(=CC=1N2C=NN1)S(=O)(=O)N1CCC(CC1)C1=CC=CC=C1